ClC1=CC=C2C(C(=O)OC(N2C)=O)=C1 5-chloro-N-methylisatoic anhydride